BrCC(=O)N1CCC(CC1)NC1=NC=C(C(=N1)C=1C=C(C=CC1)C=1C(NC=CC1)=O)F 3-(3-(2-((1-(2-bromoacetyl)piperidin-4-yl)amino)-5-fluoropyrimidin-4-yl)phenyl)pyridin-2(1H)-one